[(2S,6S)-4-[(4-methoxyphenyl)methyl]-6-methylmorpholin-2-yl]methanol COC1=CC=C(C=C1)CN1C[C@H](O[C@H](C1)C)CO